3-azido-4,5-dihydro-1H-imidazole-1-sulfonylazide N(=[N+]=[N-])N1CN(CC1)S(=O)(=O)N=[N+]=[N-]